Cl.NC\C=C(\CN1N=NC2=C1C=CC=C2C=2C=CC(=C(C2)S(=O)(=O)N(C)C)OC)/F (Z)-5-(1-(4-amino-2-fluorobut-2-en-1-yl)-1H-benzo[d][1,2,3]triazol-4-yl)-2-methoxy-N,N-dimethylbenzenesulfonamide Hydrochloride